(trans-4-aminocyclohexyl)(5-(2-methoxypyrimidin-5-yl)pyridin-2-yl)carbamic acid benzyl ester C(C1=CC=CC=C1)OC(N(C1=NC=C(C=C1)C=1C=NC(=NC1)OC)[C@@H]1CC[C@H](CC1)N)=O